ClC1=CC(=C(COC2=CC=CC(=N2)C2=CCN(CC2)CC2=NC3=C(N2C[C@H]2OCC2)C=C(C=C3)C(=O)NS(=O)(=O)C)C=C1)F (S)-2-((4-(6-(4-chloro-2-fluorobenzyloxy)pyridin-2-yl)-5,6-dihydropyridin-1(2H)-yl)methyl)-N-(methylsulfonyl)-1-(oxetan-2-ylmethyl)-1H-benzo[d]imidazole-6-carboxamide